N-(5-(((2S,4R)-4-(imidazo[1,2-a]pyrazin-5-yloxy)-2-methylpyrrolidin-1-yl)methyl)thiazol-2-yl)acetamide N=1C=CN2C1C=NC=C2O[C@@H]2C[C@@H](N(C2)CC2=CN=C(S2)NC(C)=O)C